N-octylcaprolactam C(CCCCCCC)N1C(CCCCC1)=O